CN(C(C)C1=CC=C(C=C1)N1N=C(C=C1)[N+](=O)[O-])C N,N-dimethyl-1-[4-(3-nitropyrazol-1-yl)phenyl]ethanamine